methyl (3-((1-(2-acetyl-2-azabicyclo[2.2.1]heptan-5-yl)-3-methyl-2-oxo-2,3-dihydro-1H-imidazo[4,5-c]pyridin-6-yl)amino)-5-(1-methyl-1H-pyrazol-4-yl)phenyl)carbamate C(C)(=O)N1C2CC(C(C1)C2)N2C(N(C=1C=NC(=CC12)NC=1C=C(C=C(C1)C=1C=NN(C1)C)NC(OC)=O)C)=O